ClC=1C=C(C=CC1)N1CCN(CC1)C(=O)C=1C=C2C(=NNC2=CC1)C=1NC=C(N1)C1=CC=CC=C1 (4-(3-chlorophenyl)piperazin-1-yl)(3-(4-phenyl-1H-imidazol-2-yl)-1H-indazol-5-yl)methanone